2-amino-6,6-dimethyl-5,6-dihydrobenzo[d]thiazol-7(4H)-one HCl Cl.NC=1SC2=C(N1)CCC(C2=O)(C)C